O=C1NC2=CC=C(C=C2C12CCC2)C=CC(=O)N 3-(2'-oxospiro[cyclobutane-1,3'-indoline]-5'-yl)acrylamide